4-hydroxy-6-(trifluoromethoxy)quinoline-3-sulphonamide Silicon-Lithium Silicate [Si]([O-])([O-])([O-])[O-].[Li+].[Si+4].OC1=C(C=NC2=CC=C(C=C12)OC(F)(F)F)S(=O)(=O)N